6-[1-(5-bromo-4-methoxypyridine-2-carbonyl)piperidin-4-yl]pyridazin-3-amine BrC=1C(=CC(=NC1)C(=O)N1CCC(CC1)C1=CC=C(N=N1)N)OC